4-methylbenzene-1-sulphonamide CC1=CC=C(C=C1)S(=O)(=O)N